OC1=CC=C(C=C1)C(=C(CC)C1=CC=CC=C1)C1=CC=C(C=C1)N1CCN(CC1)CC1=C(C=NC=C1)N1C(NC(CC1)=O)=O 1-(4-((4-(4-(1-(4-hydroxyphenyl)-2-phenylbut-1-en-1-yl)phenyl)piperazin-1-yl)methyl)pyridin-3-yl)dihydropyrimidine-2,4(1H,3H)-dione